C(C)(C)(C)C1=CC=C(C=N1)NCC#CC=1N(C2=CC=C(C=C2C1)CNC1CCN(CC1)C(CN(C)C)=O)CC(F)(F)F 1-(4-{[(2-{3-[(6-tert-butylpyridin-3-yl)amino]prop-1-yn-1-yl}-1-(2,2,2-trifluoroethyl)-1H-indol-5-yl)methyl]amino}piperidin-1-yl)-2-(dimethylamino)ethan-1-one